[Ti+4].BrC1=CC(=C(N)C=C1F)SC 4-bromo-5-fluoro-2-(methylthio)aniline titanium(IV)